NC1=CC(=NN1)C1=C(C=C(C=C1F)Br)F 5-amino-3-(4-bromo-2,6-difluoro-phenyl)-1H-pyrazole